2-(4-((2-(2-chloro-6-fluorophenyl)pyrazolo[1,5-a][1,3,5]triazin-4-yl)amino)-1H-pyrazol-1-yl)-2-methylpropanenitrile ClC1=C(C(=CC=C1)F)C1=NC=2N(C(=N1)NC=1C=NN(C1)C(C#N)(C)C)N=CC2